P(OCCCl)(OCCCl)OCCCl tri-(2-chloroethyl) phosphite